C(C)(C)(C)OC(=O)N1C(CCCC1)C(=O)O 1-(t-Butoxycarbonyl)piperidine-2-carboxylic acid